[Ni].[Fe].[Mo].[W] tungsten-molybdenum-iron-nickel